benzyl (R)-3-(3-methoxypyrrolidine-1-carbonyl)azetidine-1-carboxylate CO[C@H]1CN(CC1)C(=O)C1CN(C1)C(=O)OCC1=CC=CC=C1